C(C1=CC=CC=C1)OC(=O)N[C@@H]([C@@H](C(=O)N[C@H](C(=O)OCC1=CC=CC=C1)C1=CC(=CC(=C1)OC(F)(F)F)F)O)CC1=CC=CC=C1 (S)-benzyl 2-((2S,3R)-3-(((benzyloxy)carbonyl)amino)-2-hydroxy-4-phenylbutanamido)-2-(3-fluoro-5-(trifluoromethoxy)phenyl)acetate